N-(6-amino-5-ethylpyridin-3-yl)-2-((2S,5R)-2-(3-chloro-4-fluorophenyl)-5-methyl-4-(1-(trifluoromethyl)cyclopropanecarbonyl)piperazin-1-yl)-2-oxoacetamide NC1=C(C=C(C=N1)NC(C(=O)N1[C@H](CN([C@@H](C1)C)C(=O)C1(CC1)C(F)(F)F)C1=CC(=C(C=C1)F)Cl)=O)CC